ethyl 4-bromo-1-ethylpyrrolo[2,3-b]pyridine-6-carboxylate BrC1=C2C(=NC(=C1)C(=O)OCC)N(C=C2)CC